C1(CC1)C=1C=C(C=CC1F)N1C[C@H](OCC1)C (2R)-4-(3-cyclopropyl-4-fluorophenyl)-2-methylmorpholine